Cl.O[C@H](CN1C(C2=CC=C(C=C2C(C1)(C)C)C(=O)N1CCC2(CCN2)CC1)=O)[C@H]1NCC2=CC=CC=C2C1 ((R)-2-hydroxy-2-((S)-1,2,3,4-tetrahydroisoquinolin-3-yl)ethyl)-4,4-dimethyl-6-(1,7-diazaspiro[3.5]nonane-7-carbonyl)-3,4-dihydroisoquinolin-1(2H)-one hydrochloride